CC(C)NC(O[C@H]1C[C@H](CC1)C1=CC(=NN1)NC(CC1=CC=C(C=C1)OC)=O)=O (1R,3S)-3-(3-{[(4-methoxyphenyl)acetyl]amino}-1H-pyrazol-5-yl)cyclopentyl propan-2-ylcarbamate